C1C(CCCCCCC=C)O1 1,9-decadiene oxide